N-((4S,5S)-7-ethyl-4-(4-fluorophenyl)-6-oxo-3-(2-oxoazet-1(2H)-yl)-1-phenyl-4,5,6,7-tetrahydro-1H-pyrazolo[3,4-b]pyridine-5-yl)-3-(trifluoromethyl)benzamide C(C)N1C2=C([C@@H]([C@@H](C1=O)NC(C1=CC(=CC=C1)C(F)(F)F)=O)C1=CC=C(C=C1)F)C(=NN2C2=CC=CC=C2)N2C(C=C2)=O